1,4-bis(phenylethyl)benzene C1(=CC=CC=C1)CCC1=CC=C(C=C1)CCC1=CC=CC=C1